N1(C=NC=C1)C/C=C/C(=O)OC methyl (E)-4-(1H-imidazol-1-yl)but-2-enoate